FC1=C(C(=O)OC)C(=CN=C1)C Methyl 3-fluoro-5-methylisonicotinate